NCC1=NC=CC(=C1F)C1=CC(=CC=2C=COC21)COC2=C(C=CC(=C2)C(F)(F)F)CC(=O)O 2-(2-((7-(2-(aminomethyl)-3-fluoropyridin-4-yl)benzofuran-5-yl)methoxy)-4-(trifluoromethyl)phenyl)acetic acid